O=C(CC[C@H]1NC(OC1)=O)N1CC2(C1)CC(C2)CC=2C=NC(=CC2)C(F)(F)F (4R)-4-[3-Oxo-3-[6-[[6-(trifluoro-methyl)-3-pyridyl]methyl]-2-azaspiro[3.3]heptan-2-yl]propyl]oxazolidin-2-one